bis(4,4'-hydroxyphenyl) sulfide OC1=C(C=CC=C1)SC1=C(C=CC=C1)O